2-(METHYLAMINO)PYRIDIN-4-YLBORONIC ACID CNC1=NC=CC(=C1)B(O)O